[C@H]12CN(C[C@H](CC1)N2)C2=NC(=NC1=C(C(=CC=C21)C2=CC=CC1=CC=CC(=C21)C)F)OC[C@H]2N(CCC2)C 4-((1R,5S)-3,8-diazabicyclo[3.2.1]octan-3-yl)-8-fluoro-7-(8-methylnaphthalen-1-yl)-2-(((S)-1-methylpyrrolidin-2-yl)methoxy)quinazoline